Tert-butyl 4-hydroxy-3-(trifluoromethyl)piperidine-1-carboxylate OC1C(CN(CC1)C(=O)OC(C)(C)C)C(F)(F)F